2,4-dimethyl-N-(3-(4-morpholino-6-(pyridin-3-yl)thieno[3,2-d]pyrimidin-2-yl)phenyl)oxazole-5-carboxamide CC=1OC(=C(N1)C)C(=O)NC1=CC(=CC=C1)C=1N=C(C2=C(N1)C=C(S2)C=2C=NC=CC2)N2CCOCC2